C(#N)CC(=O)N1C[C@@H]([C@@H](CC1)C)N(C=1C2=C(N=CN1)N(C=C2)COC(C(C)C2=CC(=CC=C2)C(C2=CC=CC=C2)=O)=O)C (4-(((3R,4R)-1-(2-cyanoacetyl)-4-methylpiperidin-3-yl)(methyl)amino)-7H-pyrrolo[2,3-d]pyrimidin-7-yl)methyl-2-(3-benzoylphenyl)propanoate